(Z)-bromohex-1-ene Br\C=C/CCCC